FC=1C=C(C=C(C1)F)[C@H]1N(OCC1)C(=O)[C@@H]1CC[C@H](CC1)COC=1C=C(C=CC1)S(=O)(=O)N trans-3-((4-((S)-3-(3,5-difluorophenyl)isoxazolidine-2-carbonyl)cyclohexyl)methoxy)benzenesulfonamide